ClC=1C=NN(C(C1Cl)=O)CC(=O)NC1=CC(=C(C=C1)C(F)(F)F)S(NCCC1=NC=CC=C1)(=O)=O 2-(4,5-dichloro-6-oxo-pyridazin-1-yl)-N-[3-[2-(2-pyridyl)ethylsulfamoyl]-4-(trifluoromethyl)phenyl]-acetamide